O1COC2=C1C=CC(=C2)/C=C/C(=O)N(C2=CC=CC=C2)CCOC (E)-3-(1,3-benzodioxol-5-yl)-N-(2-methoxyethyl)-N-phenyl-prop-2-enamide